2-hydroxy-4-methoxy-5-nitrobenzaldehyde OC1=C(C=O)C=C(C(=C1)OC)[N+](=O)[O-]